C[C@@H]1C=2N=CC=C(C3=NNC4=CC=C(O[C@@H](CCNC(O1)=O)C)C=C34)N2 (7R,13R)-7,13-dimethyl-8,14-dioxa-5,10,19,20,23-pentaazatetracyclo[13.5.2.12,6.018,21]tricosa-1(20),2,4,6(23),15,17,21-heptaen-9-one